BrC(=C(OC1=C(C=CC=C1)N)Br)OC1=C(C=CC=C1)N dibromo-1,2-bis(o-aminophenoxy)ethaneN